C(#N)C1=CC=C(C=C1)C=1N=C(SC1)NC([C@H](C)NC(C1=CC(=CC=C1)S(=O)(=O)C(C)C)=O)=O (S)-N-(1-((4-(4-cyanophenyl)thiazol-2-yl)amino)-1-oxopropan-2-yl)-3-(isopropylsulfonyl)benzamide